COC1=C(C=C2C(=NC(=NC2=C1)C)N[C@H](C)C=1C(=C(C#N)C=CC1)C)N1CCC2(CNC2)CC1 (R)-3-(1-((7-methoxy-2-methyl-6-(2,7-diazaspiro[3.5]Nonan-7-yl)quinazolin-4-yl)amino)ethyl)-2-methylbenzonitrile